C(C)(C)[Si](N(C1=C(C=CC=C1)C=C)[Si](C(C)C)(C(C)C)C(C)C)(C(C)C)C(C)C N,N-bis(triisopropylsilyl)vinylaniline